CNC=1N=C(C(=NC1C=1C2=C(C=NC1)N(C=N2)C)C(=O)N)NC2=CC=C(C=C2)N2[C@@H]1CO[C@H](C2)C1 5-(Methylamino)-6-(3-methylimidazo[4,5-c]pyridin-7-yl)-3-[4-[(1S,4S)-2-oxa-5-azabicyclo[2.2.1]heptan-5-yl]anilino]pyrazin-2-carboxamid